C(C)(C)(C)OC(=O)NC1(CCN(CC1)C=1C(=NC(=C(N1)OC)C1=C(C(=CC=C1)Cl)Cl)C(=O)OCC)C ethyl 3-{4-[(tert-butoxycarbonyl)amino]-4-methylpiperidin-1-yl}-6-(2,3-dichlorophenyl)-5-methoxypyrazine-2-carboxylate